N1(C=NC=C1)CCOC1=C2C(=NC(=C1)Cl)C1(OCC2)COCC1 4'-(2-(1H-imidazol-1-yl)ethoxy)-2'-chloro-4,5,5',6'-tetrahydro-2H-spiro[furan-3,8'-pyrano[3,4-b]pyridine]